5-(3,4-dimethoxyphenyl)-2-methyl-1,1-dioxo-2H-1λ6,2,6-thiadiazine-3-carboxylic acid COC=1C=C(C=CC1OC)C=1C=C(N(S(N1)(=O)=O)C)C(=O)O